N-hydroxy-4-((5-(thiophen-2-yl)-1H-tetrazol-1-yl)methyl)benzamide ONC(C1=CC=C(C=C1)CN1N=NN=C1C=1SC=CC1)=O